C(C)(C)(C)OC(=O)N1CC2=CC(=CC=C2CC1)N1C(C2=C(CC1)N(N=C2C2=CC(=CC=C2)Cl)CC2=CC=C(C=C2)OC)=O 7-[3-(3-Chlorophenyl)-1-[(4-methoxyphenyl)methyl]-4-oxo-6,7-dihydropyrazolo[4,3-c]pyridin-5-yl]-3,4-dihydro-1H-isoquinoline-2-carboxylic acid tert-butyl ester